C1(CC1)COC=1C=CC2=C(C(=C(O2)C)C(=O)NC2(C(NCCC2)=O)C(=O)OCC)C1 ethyl 3-(5-(cyclopropylmethoxy)-2-methylbenzofuran-3-carboxamido)-2-oxopiperidine-3-carboxylate